CC1OC(CN(C1)C1=CC=C(C=C1)NC1C(CCCC1)N)C N1-(4-(2,6-dimethylmorpholino)phenyl)cyclohexane-1,2-diamine